Di-iso-PENTYL PHTHALATE C(C=1C(C(=O)OCCC(C)C)=CC=CC1)(=O)OCCC(C)C